[N+](=O)([O-])C1=CC(=C(C=C1)N1N=CC=N1)C(F)(F)F 2-(4-Nitro-2-(trifluoromethyl)phenyl)-2H-1,2,3-triazole